2-carboxy-7-((3',5'-difluoro-[1,1'-biphenyl]-2-yl)oxy)-1,2,3,4-tetrahydronaphthalene C(=O)(O)C1CC2=CC(=CC=C2CC1)OC1=C(C=CC=C1)C1=CC(=CC(=C1)F)F